2-(methylsulfinyl)-7-oxo-8-(pentan-3-yl)-7,8-dihydropyrido[2,3-d]pyrimidine-6-carbonitrile CS(=O)C=1N=CC2=C(N1)N(C(C(=C2)C#N)=O)C(CC)CC